OCCCOC[C@@H](C=1NC(=CN1)C=1C(=NC2=CC=CC=C2C1)OC)NC(OC(C)(C)C)=O (R)-tert-butyl (2-(3-hydroxypropoxy)-1-(5-(2-methoxyquinolin-3-yl)-1H-imidazol-2-yl)ethyl)carbamate